[GaH2][GaH2] digallane